4-(2-methoxy-4-methylbenzoyl)nicotinic acid COC1=C(C(=O)C2=CC=NC=C2C(=O)O)C=CC(=C1)C